CN1N=CC(=C1)C(=O)NC1=CC2=C(C=N1)C=C(N2C)C2=NC(=NC=C2)NCC(F)(F)F 1-methyl-N-(1-methyl-2-(2-(2,2,2-trifluoroethylamino)pyrimidin-4-yl)-1H-pyrrolo[3,2-c]pyridin-6-yl)-1H-pyrazole-4-carboxamide